tert-butyl (2-((4-(3-(4-(methoxymethyl)piperidin-1-yl)phenyl)thiazol-2-yl)amino)-2-oxoethyl)carbamate COCC1CCN(CC1)C=1C=C(C=CC1)C=1N=C(SC1)NC(CNC(OC(C)(C)C)=O)=O